BrC=1C=C(C=C(C1)C1=NN=NN1)NC=1C(C(C1OCC)=O)=O 3-((3-bromo-5-(1H-tetrazol-5-yl)phenyl)amino)-4-ethoxycyclobut-3-ene-1,2-dione